tert-butyl 4-(7-((4-cyanophenyl)amino)-1-methyl-6,7-dihydro-5H-benzo[c][1,2,3]triazolo[1,5-a]azepin-9-yl)-3,6-dihydropyridine-1(2H)-carboxylate C(#N)C1=CC=C(C=C1)NC1C2=C(C=3N(CC1)N=NC3C)C=CC(=C2)C=2CCN(CC2)C(=O)OC(C)(C)C